FC=1C=CC=C2C(=CN(C12)C(=O)OC(C)(C)C)C(=O)C=1SC=C(N1)C1=NC(=NO1)C tert-Butyl 7-fluoro-3-(4-(3-methyl-1,2,4-oxadiazol-5-yl)thiazole-2-carbonyl)-1H-indole-1-carboxylate